N-((1r,4r)-4-methoxycyclohexyl)-5-(2H-1,2,3-triazol-2-yl)-1H-indole-7-carboxamide COC1CCC(CC1)NC(=O)C=1C=C(C=C2C=CNC12)N1N=CC=N1